3-methyl-2-[6-[[(3R)-1-ethyl-3-piperidyl]amino]pyridazin-3-yl]-5-(trifluoromethyl)phenol CC=1C(=C(C=C(C1)C(F)(F)F)O)C=1N=NC(=CC1)N[C@H]1CN(CCC1)CC